C1N(CC12CNC2)C2=CC=C(C=C2)NC(OC(C)(C)C)=O tert-butyl (4-(2,6-diazaspiro[3.3]heptan-2-yl)phenyl)carbamate